ClC=1C=C(C=CC1C(F)(F)F)NC(=O)NC1=CC(=C(C=C1)F)C(=O)C=1C=C2N=CC=NC2=CC1 1-(3-chloro-4-(trifluoromethyl)phenyl)-3-(4-fluoro-3-(quinoxaline-6-carbonyl)phenyl)urea